6-[(1R,5s,6r)-3-azabicyclo[3.1.0]hex-6-yl]-4-oxa-5-azaspiro[2.4]hept-5-ene hydrochloride Cl.[C@H]12CNC[C@@H]2C1C1=NOC2(CC2)C1